CN([C@H](CNC(C[C@H](CC(C)C)C1=CC=CC=C1)=O)CC=1C=C2C=NNC2=CC1)C (S)-N-((S)-2-(dimethylamino)-3-(1H-indazol-5-yl)propyl)-5-methyl-3-phenylhexanamide